BrC1(C)C(C)(CC(C)(C(C)(C1)Br)Br)Br 1,2,4,5-tetrabromodurene